FC1=CC(=C(C=C1C=1CCN(CC1)C(=O)C1=NC=CN=C1)NC(=O)C1=CNC(C=C1C(F)(F)F)=O)N1C[C@H](N([C@H](C1)C)C)C |r| N-[4-fluoro-5-[1-(pyrazine-2-carbonyl)-3,6-dihydro-2H-pyridin-4-yl]-2-[rac-(3R,5S)-3,4,5-trimethylpiperazin-1-yl]phenyl]-6-oxo-4-(trifluoromethyl)-1H-pyridine-3-carboxamide